NC1=NC=2C=CC(=CC2C2=C1C=NN2C)C(=O)N(C(COC)C)CC2=NC=C(C=C2)C(C)=O 4-amino-N-[(5-Acetylpyridin-2-yl)methyl]-N-(1-methoxypropan-2-yl)-1-methyl-1H-pyrazolo[4,3-c]quinoline-8-carboxamide